dimethylcarbamoylmethyl-4-(4-guanidinobenzoyloxy)phenylacetic acid CN(C(=O)CC(C(=O)O)C1=CC=C(C=C1)OC(C1=CC=C(C=C1)NC(=N)N)=O)C